ClC1=C(C=CC=C1)CC(=O)NC1=CC(=C(C=C1)C1=NOC(=N1)C(F)(F)F)S(N)(=O)=O 2-(2-Chlorophenyl)-N-{3-sulfamoyl-4-[5-(trifluoromethyl)-1,2,4-oxadiazol-3-yl]phenyl}acetamide